C(=O)O.NCCNC(C1=C(C=C(C=C1)NC=1C=2N(C=CN1)C(=CN2)C=2C(=NN(C2)CC#N)C(F)(F)F)Cl)=O N-(2-aminoethyl)-2-chloro-4-((3-(1-(cyanomethyl)-3-(trifluoromethyl)-1H-pyrazol-4-yl)imidazo[1,2-a]pyrazin-8-yl)amino)benzamide formate